ClC1=CC(=C(C=C1)S(=O)(=O)N[C@@H]([C@H](C)C1=C(C(=CC=C1)C)CC)C=1OC(NN1)=O)OC 4-chloro-N-((1S,2R)-2-(2-ethyl-3-methylphenyl)-1-(5-oxo-4,5-dihydro-1,3,4-oxadiazol-2-yl)propyl)-2-methoxybenzenesulfonamide